ClC1=CC=C(C=C1)C(C#N)CC1=CC=CC=C1 2-(4-chlorophenyl)-3-phenylpropionitrile